3-((6-(5-fluoro-2-(hydroxymethyl)phenyl)-5-(trifluoro-methyl)-1H-benzo[d]imidazol-2-yl)amino)-N-hydroxybenzamide FC=1C=CC(=C(C1)C=1C(=CC2=C(NC(=N2)NC=2C=C(C(=O)NO)C=CC2)C1)C(F)(F)F)CO